(3-(5-bromo-4-fluoro-2-nitrophenoxy)propyl)carbamic acid tert-butyl ester C(C)(C)(C)OC(NCCCOC1=C(C=C(C(=C1)Br)F)[N+](=O)[O-])=O